racemic-3-(5-fluoroisoquinolin-4-yl)-6-(trifluoromethyl)quinazoline-2,4(1H,3H)-dione FC1=C2C(=CN=CC2=CC=C1)N1C(NC2=CC=C(C=C2C1=O)C(F)(F)F)=O